N-(piperidin-4-yl)-N-(propan-2-yl)-2-{1-[4-(propan-2-yl)phenyl]-1H-pyrazol-4-yl}-1,3-thiazole-4-carboxamide N1CCC(CC1)N(C(=O)C=1N=C(SC1)C=1C=NN(C1)C1=CC=C(C=C1)C(C)C)C(C)C